COC1=C(C=CC=C1)[C@H](CN1C(N(C(C2=C1SC=C2C)=O)C2C(CC2)(C(=O)[O-])C)=O)OC2CCOCC2 1-((R)-2-(2-methoxyphenyl)-2-((tetrahydro-2H-pyran-4-yl) oxy) ethyl)-5-methyl-2,4-dioxo-1,4-dihydrothieno[2,3-d]pyrimidin-3(2H)-yl-1-methylcyclobutanecarboxylate